Methyl α-L-fucopyranosyl-(1→2)-β-D-galactopyranosyl-(1→3)-[2-acetamido-2-deoxy-β-D-glucopyranosyl-(1→6)]-2-acetamido-2-deoxy-α-D-galactopyranoside [C@@H]1([C@@H](O)[C@H](O)[C@H](O)[C@@H](O1)C)O[C@H]1[C@@H](O[C@@H]([C@@H]([C@@H]1O)O)CO)O[C@@H]1[C@H]([C@@H](OC)O[C@@H]([C@@H]1O)CO[C@H]1[C@@H]([C@@H](O)[C@H](O)[C@H](O1)CO)NC(C)=O)NC(C)=O